C[Si](C=1C=C(N(CC=C)CC=C)C=CC1)(C=1C=C(N(CC=C)CC=C)C=CC1)C 3,3'-(dimethylsilanediyl)bis(N,N-diallylaniline)